N1=C(C=CC=C1)CNCC1=CC=C(C=C1)CNC1CCCC2=CC=CC=C12 N-(2-pyridinylmethyl)-N'-(1,2,3,4-tetrahydro-1-naphthalenyl)-1,4-benzenedimethanamine